(S)-2-hydroxy-N-(4-methoxyphenethyl)propionamide O[C@H](C(=O)NCCC1=CC=C(C=C1)OC)C